C12CNCCC(CC1)N2C2=NC(=NC1=C(C(=C(C=C21)Cl)C2=CC(=CC1=CC=CC=C21)O)F)OC[C@H]2N(CCC2)C 4-(4-(3,9-diazabicyclo[4.2.1]non-9-yl)-6-chloro-8-fluoro-2-(((S)-1-methylpyrrolidin-2-yl)methoxy)quinazolin-7-yl)naphthalen-2-ol